OCC=1C=CC(N(C1)C(F)(F)F)=O 5-(hydroxymethyl)-1-(trifluoromethyl)pyridin-2-one